2-(2-fluoro-5-(3-methoxypropoxy)phenyl)-4,4,5,5-tetramethyl-1,3,2-dioxaborolane FC1=C(C=C(C=C1)OCCCOC)B1OC(C(O1)(C)C)(C)C